2'-(((2R,7aS)-2-fluorotetrahydro-1H-pyrrolizin-7a(5H)-yl)methoxy)-3,4,5',8'-tetrahydro-2H-spiro[naphthalene-1,7'-pyrano[4,3-d]pyrimidine] Sodium hydride [H-].[Na+].F[C@@H]1C[C@@]2(CCCN2C1)COC=1N=CC2=C(N1)CC1(OC2)CCCC2=CC=CC=C21